C(C(=O)C([2H])([2H])[2H])([2H])[2H] Acetone-d5